N1(C=NC2=C1C=CC=C2)C2=CC=C(C=C2)NC(=O)NC2=NOC(=C2)C(C)(C)C 1-(4-benzimidazol-1-yl-phenyl)-3-(5-tert-butyl-isoxazol-3-yl)-urea